tert-butyl 4-(thiazolo[5,4-b]pyridin-2-yl)piperidine-1-carboxylate N1=C(SC2=NC=CC=C21)C2CCN(CC2)C(=O)OC(C)(C)C